O=C1N(CC2=CC(=CC=C12)O[C@@H]1[C@H](CCCC1)NCC1=CC=NC=C1)C1C(NC(CC1)=O)=O 3-(1-oxo-5-(((1S,2S)-2-((pyridin-4-ylmethyl)amino)cyclohexyl)oxy)isoindolin-2-yl)piperidine-2,6-dione